BrC1=CC(=NC=N1)N1[C@H](C[C@@H](C1)OC)C=1N=C2N(C=C(C=C2)C2CC2)C1 2-((2R,4S)-1-(6-bromopyrimidin-4-yl)-4-methoxypyrrolidin-2-yl)-6-cyclopropylimidazo[1,2-a]pyridine